(S)-2-chloro-N-((1-(2-((4-chlorophenyl)amino)-2-cyclohexylacetyl)piperidin-4-yl)methyl)acetamide ClCC(=O)NCC1CCN(CC1)C([C@H](C1CCCCC1)NC1=CC=C(C=C1)Cl)=O